DIMETHYL-3-OXO-2,3-DIHYDRO-4H-1,4-BENZOXAZIN CC1(OC2=C(NC1=O)C=CC=C2)C